7-Bromo-6-methoxy-4-methyl-2H-benzo[b][1,4]Oxazin-3(4H)-one BrC=1C(=CC2=C(OCC(N2C)=O)C1)OC